2-(Difluoromethyl)cyclopropanecarboxylic acid ethyl ester C(C)OC(=O)C1C(C1)C(F)F